6-amino-1,4-bis(pyridin-2-ylmethyl)-6-methyl-1,4-diazepane NC1(CN(CCN(C1)CC1=NC=CC=C1)CC1=NC=CC=C1)C